FC1=C(C=CC=C1OC(F)(F)F)C(C)N1C[C@@H](N(C[C@H]1C)C1=CC(N(C=2C=CC(=NC12)C#N)C)=O)C 8-((2s,5r)-4-(1-(2-fluoro-3-(trifluoromethoxy)phenyl)ethyl)-2,5-dimethylpiperazin-1-yl)-5-methyl-6-oxo-5,6-dihydro-1,5-naphthyridine-2-carbonitrile